3-[4-Fluoro-4-(4-methyl-4H-1,2,4-triazol-3-yl)piperidin-1-yl]-2-{6-methoxypyrazolo[1,5-b]pyridazin-3-yl}pyridine-4-carbonitrile FC1(CCN(CC1)C=1C(=NC=CC1C#N)C=1C=NN2N=C(C=CC21)OC)C2=NN=CN2C